OCCCCC(CCCCCO)O 4-hydroxybutyl-1,6-hexanediol